N-(3,4-dihydroxyphenethyl)oleamide rac-Methyl-7-bromo-5-fluoro-2-(4-methoxybenzyl)-3-oxoisoindoline-1-carboxylate COC(=O)[C@@H]1N(C(C2=CC(=CC(=C12)Br)F)=O)CC1=CC=C(C=C1)OC.OC=1C=C(CCNC(CCCCCCC\C=C/CCCCCCCC)=O)C=CC1O |r|